2-(4-iodophenyl)-1-isopropyl-4-(trifluoromethyl)-1H-imidazole IC1=CC=C(C=C1)C=1N(C=C(N1)C(F)(F)F)C(C)C